C1(CCCCC1)NC(=O)NC1=C(C=CC(=C1)F)C=1C=NC=CC1 1-Cyclohexyl-3-(5-fluoro-2-(pyridin-3-yl)phenyl)urea